3-(2-fluorophenyl)-5-methyl-2-(pyridin-3-ylmethyl)-2,4,5,6-tetrahydropyrrolo[3,4-c]pyrazole FC1=C(C=CC=C1)C1=C2C(=NN1CC=1C=NC=CC1)CN(C2)C